(2S,4S)-tert-butyl 2-benzyl-2-(((2-chloro-4-(N-(2,4-dimethoxybenzyl)-N-(thiazol-2-yl)sulfamoyl)-5-fluorophenyl)amino)methyl)-4-hydroxypyrrolidine-1-carboxylate C(C1=CC=CC=C1)[C@@]1(N(C[C@H](C1)O)C(=O)OC(C)(C)C)CNC1=C(C=C(C(=C1)F)S(N(C=1SC=CN1)CC1=C(C=C(C=C1)OC)OC)(=O)=O)Cl